O=C1NNC(C1=CC1=CC=C(OCC(=O)NC=2SC3=C(N2)C=CC(=C3)C(F)(F)F)C=C1)=O 2-(4-((3,5-dioxopyrazolidin-4-ylidene)methyl)phenoxy)-N-(6-(trifluoromethyl)benzo[d]thiazol-2-yl)acetamide